(R)-5-(2-(2,5-difluorophenyl)pyrrolidin-1-yl)-3-nitropyrazolo[1,5-a]pyrimidine FC1=C(C=C(C=C1)F)[C@@H]1N(CCC1)C1=NC=2N(C=C1)N=CC2[N+](=O)[O-]